8-(methoxymethoxy)-6-(4,4,5,5-tetramethyl-1,3,2-dioxaborolan-2-yl)quinoline COCOC=1C=C(C=C2C=CC=NC12)B1OC(C(O1)(C)C)(C)C